2-methyl-3-(4-(1-methyl-ethyl)phenyl)propanal CC(C=O)CC1=CC=C(C=C1)C(C)C